3-[4-amino-5-(trifluoromethyl)pyrrolo[2,1-f][1,2,4]triazin-7-yl]-N-[(3S)-3-(4-chlorophenyl)-3-hydroxypropyl]benzamide NC1=NC=NN2C1=C(C=C2C=2C=C(C(=O)NCC[C@H](O)C1=CC=C(C=C1)Cl)C=CC2)C(F)(F)F